(3,3-Difluorocyclobutyl)-methanol FC1(CC(C1)CO)F